palladium(II) benzoate C(C1=CC=CC=C1)(=O)[O-].[Pd+2].C(C1=CC=CC=C1)(=O)[O-]